C(C)(C)(C)C1CC(CCC1)OCC(CO)O 3-(3-tert-butylcyclohexyloxy)-1,2-propanediol